IC1=C(C=CC=C1)NC(OC(C)(C)C)=O tert-butyl (2-iodophenyl)carbamate